4-[[(Z)-2-(aminomethyl)-3-fluoro-allyl]-methyl-amino]-N-tert-butylbenzamide hydrochloride Cl.NC/C(/CN(C1=CC=C(C(=O)NC(C)(C)C)C=C1)C)=C/F